[(3R,6S)-3-azido-6-[[benzyl(benzyloxycarbonyl)amino]methyl]tetrahydropyran-2-yl] (1E)-2,2,2-trifluoro-N-phenyl-ethanimidate FC(/C(/OC1O[C@@H](CC[C@H]1N=[N+]=[N-])CN(C(=O)OCC1=CC=CC=C1)CC1=CC=CC=C1)=N\C1=CC=CC=C1)(F)F